[3-(4-chlorophenyl)pyrrolidin-1-yl]-(4-fluoro-3-pyridazin-4-yl-1H-pyrazol-5-yl)methanone ClC1=CC=C(C=C1)C1CN(CC1)C(=O)C1=C(C(=NN1)C1=CN=NC=C1)F